4-amino-7-cyclopentylpyrrolo[2,1-f][1,2,4]triazine-5-carboxylic acid NC1=NC=NN2C1=C(C=C2C2CCCC2)C(=O)O